C1(=CC=C(C=C1)S(=O)(=O)N1CCC(CC1)C(=O)O)C 1-[(4-tolyl)sulfonyl]-4-piperidinecarboxylic acid